BrCC(=O)NCC1=CC=C(C=C1)C#N 2-bromo-N-(4-cyanobenzyl)acetamide